C(C)C1(C2CC3CC(CC1C3)C2)OC(=O)COC(=O)C2C3C=CC(C2)C3=O 5-(2-ethyl-2-adamantyloxycarbonyl-methyloxycarbonyl)-7-oxo-bicyclo[2.2.1]Hept-2-ene